C(C)(C)C=1N=C(OC1)C1=NC(=CC(=C1)O)C=1OC=C(N1)C(C)C 2,6-bis[4-(S)-isopropyl-2-oxazolyl]-4-hydroxypyridine